(4-(3-(2-aminoethyl)-1H-pyrazol-1-yl)tetrahydrofuran-3-yl)methanol NCCC1=NN(C=C1)C1C(COC1)CO